4-cyclopropyl-3-(1-methyl-1H-pyrazol-5-yl)benzoic acid C1(CC1)C1=C(C=C(C(=O)O)C=C1)C1=CC=NN1C